ClC1=NC=CC(=N1)C=1C=CC=2N(N1)C=CN2 6-(2-chloropyrimidin-4-yl)imidazo[1,2-b]pyridazine